1-Phenoxyethyl Acetat C(C)(=O)OC(C)OC1=CC=CC=C1